NC1=NC=NN2C1=CC=C2 4-AMINOPYRROLO[2,1-F][1,2,4]TRIAZINE